CC1=NN(C(C1)=O)C1=CC=C(C(=O)NC2CCC(CC2)NC2=CC(=NC3=CC=C(C=C23)Cl)C(F)(F)F)C=C1 4-(3-methyl-5-oxo-4,5-dihydro-1H-pyrazol-1-yl)-N-[(1s,4s)-4-{[6-chloro-2-(trifluoromethyl)quinolin-4-yl]amino}cyclohexyl]benzamide